ClC=1C=C2[C@@H](CO[C@]3(C[C@@H](N([C@@H](C3)C=3N=NN(C3)C)C(C(F)(F)F)=O)C)C2=CC1)O ((S,2'S,4S,6'S)-6-chloro-4-hydroxy-2'-methyl-6'-(1-methyl-1H-1,2,3-triazol-4-yl)spiro[isochromane-1,4'-piperidin]-1'-yl)-2,2,2-trifluoroethan-1-one